(R)-6-((sec-butylamino)methyl)-2-(3-(3,3-difluoro-1-((4-methyl-4H-1,2,4-triazol-3-yl)methyl)cyclobutyl)phenyl)-4-(trifluoromethyl)isoindolin-1-one [C@@H](C)(CC)NCC1=CC(=C2CN(C(C2=C1)=O)C1=CC(=CC=C1)C1(CC(C1)(F)F)CC1=NN=CN1C)C(F)(F)F